COC(=O)C1=CC2=CN(N=C2C=C1OC(C)C)[C@]12CO[C@](CC1)(C2)C 6-isopropoxy-2-((1R,4R)-1-methyl-2-oxabicyclo[2.2.1]hept-4-yl)-2H-indazole-5-carboxylic acid methyl ester